N1C(=NC=C1)C1=NC=2C(=C3C(=NC2)NC=C3)N1C1CN(CC1)S(=O)(=O)CCC 2-(1H-imidazol-2-yl)-1-(1-(propylsulfonyl)pyrrolidin-3-yl)-1,6-dihydroimidazo[4,5-d]pyrrolo[2,3-b]pyridine